(R)-3-amino-5-bromo-4-((1-((tert-butyloxycarbonyl)(3-ethoxy-3-oxopropyl)amino)propan-2-yl)amino)benzoic acid methyl ester COC(C1=CC(=C(C(=C1)Br)N[C@@H](CN(CCC(=O)OCC)C(=O)OC(C)(C)C)C)N)=O